O1C(CCCC1)O[C@H](COC1C(N(CC1)C1CCN(CC1)C1=NC=C(C=N1)C(F)(F)F)=O)C 3-((2S)-2-((tetrahydro-2H-pyran-2-yl)oxy)propoxy)-1-(1-(5-(trifluoromethyl)pyrimidin-2-yl)piperidin-4-yl)pyrrolidin-2-one